C(C)(C)(C)OC(N[C@H]1CN(CCC1)C(=O)C=1C=C(C=2N(C1)N=C(C2C)C2=CC=1C(=C(N=CC1)Cl)N2CC2CC2)OC)=O (R)-(1-(2-(7-chloro-1-(cyclopropylmethyl)-1H-pyrrolo[2,3-c]pyridin-2-yl)-4-methoxy-3-methylpyrazolo[1,5-a]pyridin-6-carbonyl)piperidin-3-yl)carbamic acid tert-butyl ester